2-(4-Fluoro-2-isopropyl-6-(2-methoxypyridin-4-yl)phenyl)-N-((1-phenylethyl)sulfonyl)acetamide FC1=CC(=C(C(=C1)C1=CC(=NC=C1)OC)CC(=O)NS(=O)(=O)C(C)C1=CC=CC=C1)C(C)C